C1(CCC1)C=1C(=NN(C1NC(=O)C1CC(C1)(F)F)C)C1CC(C1)(C1=CC=CC=C1)O N-(4-cyclobutyl-3-(3-hydroxy-3-phenyl-cyclobutyl)-1-methyl-1H-pyrazol-5-yl)-3,3-difluorocyclobutane-1-carboxamide